5-(2-(2-(1H-benzo[d]imidazol-5-yl)-5-methylpiperidin-1-yl)-2-oxoacetamido)-2-methoxynicotinamide N1C=NC2=C1C=CC(=C2)C2N(CC(CC2)C)C(C(=O)NC=2C=NC(=C(C(=O)N)C2)OC)=O